N-methoxyoxy-4-[4-(7-methylpyrazolo[1,5-a]pyridin-6-yl)phenoxy]piperidine-1-carboxamide COONC(=O)N1CCC(CC1)OC1=CC=C(C=C1)C=1C=CC=2N(C1C)N=CC2